heneicosanyl methacrylate C(C(=C)C)(=O)OCCCCCCCCCCCCCCCCCCCCC